NNC(OC\C=C\C(F)(F)F)=O [(E)-4,4,4-trifluorobut-2-enyl] N-aminocarbamate